C(C)OC(=O)C=1C=NN(C1)CC1=CC(=C(C=C1)N1CC2CC2C1)C#N.S1C(=CC2=C1C=CC=C2)SC2CCC(CC2)=O 4-(benzothiophenylthio)cyclohexanone Ethyl-1-[(4-{3-azabicyclo[3.1.0]hexan-3-yl}-3-cyanophenyl)methyl]-1H-pyrazole-4-carboxylate